C(CN(P(OCC)(O)=O)P(OCC)(O)=O)N(P(OCC)(O)=O)P(OCC)(O)=O ethylene-diaminetetra-(1-ethylphosphonic acid)